ClC=1C(=C(C(=CC1)OC)C1=CC(=NC=C1C(=O)NC=1SC2=C(N1)C=C(C=C2)OCCOC)C)F 4-(3-Chloro-2-fluoro-6-methoxyphenyl)-N-(5-(2-methoxyethoxy)benzo[d]thiazol-2-yl)-6-methylnicotinamide